3-(7-chloro-4-oxo-1,4-dihydroquinolin-2-yl)-4-(methylsulfonyl)-benzonitrile ClC1=CC=C2C(C=C(NC2=C1)C=1C=C(C#N)C=CC1S(=O)(=O)C)=O